The molecule is an acetylenic compound that is 5-nonyne carrying a hydroxy substituent at position 3. It is a secondary alcohol and an acetylenic compound. CCCC#CCC(CC)O